ClC=1C(=CC(=C(C1)B1OC(C(O1)(C)C)(C)C)C)C1(CC1)C 2-[5-chloro-2-methyl-4-(1-methylcyclopropyl)phenyl]-4,4,5,5-tetramethyl-1,3,2-dioxaborolane